4-hydroxyisoindoline-1,3-dione OC1=C2C(NC(C2=CC=C1)=O)=O